C1(CC1)CN1S(N=C(C=C1C(=O)NC1=NC(=NC=C1)C(F)(F)F)C1CCC(CC1)C(F)(F)F)(=O)=O 2-(cyclopropylmethyl)-1,1-dioxo-5-[(1r,4r)-4-(trifluoromethyl)cyclohexyl]-N-[2-(trifluoromethyl)pyrimidin-4-yl]-2H-1λ6,2,6-thiadiazine-3-carboxamide